C(C=C)(=O)OC12CC3CC(CC(C1)C3)C2 1-acryloxyadamantane